ClC=1C=C(C=CC1C(F)(F)F)NC(=O)NC1=C(C(=CC=C1)C(=O)C=1C=C2N=CC=NC2=CC1)F 1-(3-chloro-4-(trifluoromethyl)phenyl)-3-(2-fluoro-3-(quinoxaline-6-carbonyl)phenyl)urea